Cl.CC1=CC=C(C=C1)S(=O)(=O)O 4-methylbenzenesulfonate HCl salt